C(C)(C)(C)OC(=O)NCCOC1=C(C(=O)OC)C=CC(=C1)C(=O)OC Dimethyl 2-(2-((tert-butoxycarbonyl)amino)ethoxy)terephthalate